Methyl (5S)-3-(1-(2-chloropyridin-4-yl)-2-methoxyethyl)-2-oxo-5-(trifluoromethyl)pyrrolidine-3-carboxylate ClC1=NC=CC(=C1)C(COC)C1(C(N[C@@H](C1)C(F)(F)F)=O)C(=O)OC